4',7-dihydroxyl-3'-methoxyisoflavone OC1=C(C=C(C2=COC3=CC(=CC=C3C2=O)O)C=C1)OC